O[C@H](COC=1C=C(C=CC1)S(=O)(=O)N[C@H](CO)C)CN[C@H]1COC2(C1)CCN(CC2)S(=O)(=O)C2=CC1=C(OCCN1C)N=C2 3-((S)-2-hydroxy-3-((R)-8-(1-methyl-2,3-dihydro-1H-pyrido[2,3-b][1,4]oxazin-7-ylsulfonyl)-1-oxa-8-azaspiro[4.5]decan-3-ylamino)propoxy)-N-((S)-1-hydroxypropan-2-yl)benzenesulfonamide